CN1C=NC=C1C[C@@H]1CC[C@H](CC1)C(=O)N1OCC[C@H]1C=1C=C(C=NC1)C#N trans-5-[(3S)-2-[4-[(3-methylimidazol-4-yl)methyl]cyclohexanecarbonyl]isoxazolidin-3-yl]pyridine-3-carbonitrile